hexaphenyl-trisilazane C1(=CC=CC=C1)[Si](N[SiH2]N[Si](C1=CC=CC=C1)(C1=CC=CC=C1)C1=CC=CC=C1)(C1=CC=CC=C1)C1=CC=CC=C1